ClC=1C=C(OC2=NN(C(=C2)C(F)(F)F)C)C=C(C1)OC1=CC(=NN1C)C(F)(F)F 3-(3-chloro-5-{[1-methyl-3-(trifluoromethyl)-1H-pyrazol-5-yl]oxy}phenoxy)-1-methyl-5-(trifluoromethyl)-1H-pyrazole